ClC=1C=C(CC=2NC(=NN2)C(=O)OCC)C=CC1 ethyl 5-(3-chlorobenzyl)-4H-1,2,4-triazole-3-carboxylate